(1-amino-4-fluoronaphthalen-2-yl)-[7-fluoro-2-(oxan-2-yl)indazol-4-yl]methanone NC1=C(C=C(C2=CC=CC=C12)F)C(=O)C=1C2=CN(N=C2C(=CC1)F)C1OCCCC1